O[C@@H]1[C@H](CCC1)NCC1=CC(=C(C(=C1)C(F)(F)F)O)[N+](=O)[O-] 4-((((1s,2s)-2-hydroxycyclopentyl)amino)methyl)-2-nitro-6-(trifluoromethyl)phenol